1-ethyl-2,3-dihydro-1H-pyrido[2,3-b][1,4]oxazine C(C)N1C2=C(OCC1)N=CC=C2